C(CC)(=O)OCCC(=CCC(CCC(=C)C)C(=C)C)C 6-isopropenyl-3,9-dimethyl-3,9-decadienyl propionate